N-[(7-amino-3-methyl-pyrrolo[1,2-a]pyrazin-1-yl)methyl]methanesulfonamide NC=1C=C2N(C=C(N=C2CNS(=O)(=O)C)C)C1